C(C)OCOC1=C(C(=CC(=C1)C)C)C1=CN=C(N=N1)N[C@@H]1[C@H](CCCC1)N (1S,2S)-N1-(6-(2-(ethoxymethoxy)-4,6-dimethylphenyl)-1,2,4-triazin-3-yl)cyclohexane-1,2-diamine